CC1=NC2=CC3=C(C=C2C(N1)=O)N(C(CC3)=O)C 2,6-Dimethyl-3,6,8,9-tetrahydropyrido[2,3-g]quinazoline-4,7-dione